ClC1=CC=C(C(=N1)C1=CC(=NC=C1C)OC(F)F)C#N 6-chloro-2-[2-(difluoromethoxy)-5-methyl-4-pyridyl]pyridine-3-carbonitrile